COC1=CC=C2C(=CN(C2=C1)CCN1CCCCC1)C=1SC=C(N1)C1=C(NC2=CC=C(C=C12)OC)C 2-(6-methoxy-1-(2-(piperidin-1-yl)ethyl)-1H-indol-3-yl)-4-(5-methoxy-2-methyl-1H-indol-3-yl)thiazole